1,2,4-trimethyl-cyclopentadiene CC1=C(C=C(C1)C)C